C(CC)OC(C)=O Propylacetat